COC=1C=C(C=CC1OC)[C@H](C1CCN(CC1)C(=O)N1C[C@@H]2[C@@H](OCC(N2)=O)CC1)C=1C=NC=CC1 |o1:10| (4aR,8aS)-6-[4-[(S or R)-(3,4-dimethoxyphenyl)-(3-pyridyl)methyl]piperidine-1-carbonyl]-4,4a,5,7,8,8a-hexahydropyrido[4,3-b][1,4]oxazin-3-one